N-(4-(4-amino-1-(6-(piperazin-1-yl)pyridin-3-yl)-1H-pyrazolo[4,3-c]pyridin-3-yl)benzyl)-5-fluoro-2-methoxybenzamide NC1=NC=CC2=C1C(=NN2C=2C=NC(=CC2)N2CCNCC2)C2=CC=C(CNC(C1=C(C=CC(=C1)F)OC)=O)C=C2